C1(CC1)C1=CC(=CC(=N1)N1C(C2=C(C(=C1)C(F)(F)F)N=C(N2)CN2C[C@H](CCC2)C)=O)C2=C(C=C(C=C2)F)C(=O)N2CC(C2)F 5-[6-cyclopropyl-4-[4-fluoro-2-(3-fluoroazetidine-1-carbonyl)phenyl]pyridin-2-yl]-2-[[(3S)-3-methylpiperidin-1-yl]methyl]-7-(trifluoromethyl)-3H-imidazo[4,5-c]pyridin-4-one